BrC1=C(C=C2C=NN(C2=C1)C1OCCCC1)N 6-bromo-1-tetrahydropyran-2-yl-indazol-5-amine